C(\C=C\C=C/CCCCC)(=O)OCC Ethyl (2E,4Z)-2,4-decadienoate